potassium (3-(tert-butoxy carbonyl)-3-azabicyclo[3.1.0]hexan-1-yl)trifluoroborate C(C)(C)(C)OC(=O)N1CC2(CC2C1)[B-](F)(F)F.[K+]